C1(=C(C=CC=C1)N1C(C=2N(C3=CC=C(C=C13)C(F)(F)F)C=CN2)=O)C 5-(o-Tolyl)-7-(trifluoromethyl)imidazo[1,2-a]Quinoxaline-4(5H)-on